tert-butyl 4-{1H-thieno[3,2-c]pyrazol-5-yl}piperidine-1-carboxylate N1N=CC2=C1C=C(S2)C2CCN(CC2)C(=O)OC(C)(C)C